CC=1C=C(N)C=CC1OC1=CC=2N(C=C1)N=C(N2)C 3-methyl-4-((2-methyl-[1,2,4]triazolo[1,5-a]pyridin-7-yl)-oxy)aniline